fluoro-5-methyl-4-nitrobenzoic acid methyl ester COC(C1=C(C=C(C(=C1)C)[N+](=O)[O-])F)=O